C(C1=CC=CC=C1)OC1=NC(=CC=C1C1=C(C=C(C=C1)Br)F)OCC1=CC=CC=C1 2,6-dibenzyloxy-3-(4-bromo-2-fluoro-phenyl)pyridine